2-CHLORO-6-FLUOROPHENYLISOCYANIDE ClC1=C(C(=CC=C1)F)[N+]#[C-]